tert-Butyl 3-(4-((tert-butyldimethylsilyloxy)methyl)thiazole-2-carbonyl)-1H-indole-1-carboxylate [Si](C)(C)(C(C)(C)C)OCC=1N=C(SC1)C(=O)C1=CN(C2=CC=CC=C12)C(=O)OC(C)(C)C